FC=1C=2CCCC2C(=C2CCCC12)NC(=O)N=[S@](=O)(N)C=1C=NN2C1OC[C@@H]2C (R,3S)-N'-((8-fluoro-1,2,3,5,6,7-hexahydro-s-indacen-4-yl)carbamoyl)-3-methyl-2,3-dihydropyrazolo[5,1-b]oxazole-7-sulfonimidamide